CN1CCC2(CCN2C(=O)O[C@H]2/C=C/[C@@H]([C@H](OC(C[C@@H](CC[C@@H]2C)O)=O)/C(=C/C2=CC(=CC(=C2)N2CCOCC2)F)/C)C)CC1 (2S,3S,6R,7S,10R,E)-2-((E)-1-(3-fluoro-5-morpholinophenyl)prop-1-en-2-yl)-10-hydroxy-3,7-dimethyl-12-oxo-1-oxacyclododec-4-en-6-yl 7-methyl-1,7-diazaspiro[3.5]nonane-1-carboxylate